6-(chloromethyl)-2-(3-(m-tolyl)-1H-pyrazol-1-yl)thieno[3,2-d]pyrimidin ClCC1=CC=2N=C(N=CC2S1)N1N=C(C=C1)C=1C=C(C=CC1)C